3-(Benzyloxy)-1-cyclobutanone C(C1=CC=CC=C1)OC1CC(C1)=O